[4-[1-Hydroxy-4-[4-[(E)-3-oxo-3-phenylprop-1-enyl]benzoyl]cyclohexanecarbonyl]phenyl] 4-[(E)-3-oxo-3-phenylprop-1-enyl]benzoate O=C(/C=C/C1=CC=C(C(=O)OC2=CC=C(C=C2)C(=O)C2(CCC(CC2)C(C2=CC=C(C=C2)\C=C\C(C2=CC=CC=C2)=O)=O)O)C=C1)C1=CC=CC=C1